FC(C1=NN=C(O1)C=1C=CC(=NC1)CN1C(OC2=C1C=CC(=C2)C2=C1C=CNC1=CC=C2)=O)F 3-((5-(5-(difluoromethyl)-1,3,4-oxadiazole-2-yl)pyridine-2-yl)methyl)-6-(1H-indole-4-yl)benzo[d]oxazole-2(3H)-one